2-METHOXYPROPAN COC(C)C